4-chloro-7-(2-cyclohexylethoxy)-5-fluoro-1-methyl-1H-indole ClC1=C2C=CN(C2=C(C=C1F)OCCC1CCCCC1)C